N(N)C1=C(C(=S)[O-])C=CC=C1 hydrazinothiobenzoate